F[C@@]1(C[C@H](O)[C@@H](CO)O1)N1C=NC=2C(=O)NC(N)=NC12 fluoro-deoxyguanosine